FC1=C(N)C=CC(=C1F)N1CCN(CC1)C 2,3-difluoro-4-(4-methylpiperazin-1-yl)aniline